CC1(CCOCC1)OC(C(C(C)=O)=CC1=CC(=CC=C1)O)=O 2-[(3-hydroxyphenyl)methylene]-3-oxo-butanoic acid (4-methyltetrahydropyran-4-yl) ester